allenylboronic acid pinacol ester C(=C=C)B1OC(C)(C)C(C)(C)O1